FC(C1=C([C@H](C2=C(N1)COC2=O)C=2C=NC=C(C2[C@H](C)F)F)C(=O)OC)F methyl (S)-2-(difluoromethyl)-4-(5-fluoro-4-((S)-1-fluoroethyl) pyridin-3-yl)-5-oxo-1,4,5,7-tetrahydrofuro[3,4-b]pyridine-3-carboxylate